S(=O)(C1=CC=C(C=C1)N)(=O)N.[Na] Sodium sulfanilamide